N-(2-pyridylmethyl)pyrazolo[4,3-b]pyridin N1=C(C=CC=C1)CN1N=CC2=NC=CC=C21